BrC1=CC(=C2C(=NC=NC2=C1)NC=1C(=C2C=CC=NC2=CC1)F)OCC1(COC1)CN(C)C 7-bromo-5-((3-((dimethylamino)methyl)oxetan-3-yl)methoxy)-N-(5-fluoroquinolin-6-yl)quinazolin-4-amine